N1CCC(CC1)CC(=O)N1CC(C2=NC(=CC=C21)C)(C)C 2-(Piperidin-4-yl)-1-(3,3,5-trimethyl-2,3-dihydro-1H-pyrrolo[3,2-b]pyridin-1-yl)ethan-1-one